[C-]#N.C(C)[N+]1(CCCC1)CCC 1-Ethyl-1-propylpyrrolidinium cyanid